tert-butyl ((1R,2S)-2-((2-(2,6-dioxopiperidin-3-yl)-1-oxoisoindolin-5-yl)oxy)cyclohexyl)carbamate O=C1NC(CCC1N1C(C2=CC=C(C=C2C1)O[C@@H]1[C@@H](CCCC1)NC(OC(C)(C)C)=O)=O)=O